(1H-pyrazol-5-yl)methanamine hydrochloride Cl.N1N=CC=C1CN